O[C@H]1[C@H](O)[C@@H](O)[C@H](O)[C@H](O1)C(=O)O.C1(O)=CC=C(O)C=C1 hydroquinone-β-D-glucuronic acid